9,9-dimethyl-N-(4-(naphthalen-2-yl)phenyl)-9H-fluoren-2-amine CC1(C2=CC=CC=C2C=2C=CC(=CC12)NC1=CC=C(C=C1)C1=CC2=CC=CC=C2C=C1)C